monofluoroethylene FC=C